C(C(C)C)C(CC(C)C)=NO diisobutyl ketone-oxime